CC1CN(C(=CC1)C=1C=CC2=C(N=C(S2)C=2CCN(CC2)C)C1)C(=O)OC(C)(C)C tert-butyl 3-methyl-6-[2-(1-methyl-3,6-dihydro-2H-pyridin-4-yl)-1,3-benzothiazol-5-yl]-3,4-dihydro-2H-pyridine-1-carboxylate